1-((R)-2-(3-((2-(4-hydroxy-4-methylpiperidin-1-yl)pyrimidin-4-yl)amino)-8-((3R,4R)-2,2,4-trimethyl-3-((methylsulfonyl)methyl)azetidin-1-yl)isoquinolin-5-yl)azepan-1-yl)prop-2-en-1-one OC1(CCN(CC1)C1=NC=CC(=N1)NC=1N=CC2=C(C=CC(=C2C1)[C@@H]1N(CCCCC1)C(C=C)=O)N1C([C@@H]([C@H]1C)CS(=O)(=O)C)(C)C)C